4-methylpyrocatechol CC=1C=C(C(O)=CC1)O